tert-butyl (R)-3-((7-fluoronaphtho[2,1-d]thiazol-2-yl)carbamoyl)morpholine-4-carboxylate FC=1C=C2C=CC=3N=C(SC3C2=CC1)NC(=O)[C@@H]1N(CCOC1)C(=O)OC(C)(C)C